O[C@H](C(=O)OCCN(C)C)CC(=O)OCCCCCOC(C(CCCCCCCC)CCCCCC)=O 1-(2-(Dimethylamino)ethyl) 4-(5-((2-hexyldecanoyl)oxy)pentyl) (2S)-2-hydroxysuccinate